FC1=NC=C(C=C1)B1OC(C)(C)C(C)(C)O1 2-fluoropyridine-5-boronic acid pinacol ester